9-Acetylphenanthren C(C)(=O)C=1C2=CC=CC=C2C=2C=CC=CC2C1